butyl (cis-3-(4-((2-(2,6-dioxopiperidin-3-yl)-1-oxoisoindolin-5-yl)carbamoyl)phenoxy)cyclobutyl)carbamate O=C1NC(CCC1N1C(C2=CC=C(C=C2C1)NC(=O)C1=CC=C(O[C@H]2C[C@H](C2)NC(OCCCC)=O)C=C1)=O)=O